FC1=C(C=C(C(=C1)[N+](=O)[O-])OC)C=1CCN(CC1)C(=O)OC(C)(C)C tert-butyl 4-(2-fluoro-5-methoxy-4-nitro-phenyl)-3,6-dihydro-2H-pyridine-1-carboxylate